4-Chloro-2-(4-nitrophenyl)pyrazolo[1,5-a]pyrazine ClC=1C=2N(C=CN1)N=C(C2)C2=CC=C(C=C2)[N+](=O)[O-]